N1CSCC1C(=O)O 3-thiaazacyclopentane-5-carboxylic acid